C[C@@H](C(=O)NC=1C=NN(C1C1=CC(=NC=C1)[C@H](CC=C)NC(OCC1=CC=CC=C1)=O)COCC[Si](C)(C)C)C=C benzyl ((S)-1-(4-(4-((R)-2-methylbut-3-enamido)-1-((2-(trimethylsilyl)ethoxy) methyl)-1H-pyrazol-5-yl)pyridin-2-yl)but-3-en-1-yl)carbamate